N-[5-[(4-ethylpiperazin-1-yl)methyl]pyridin-2-yl]-5-fluoro-4-(6-methyl-3-propan-2-ylthieno[2,3-d]imidazol-5-yl)pyrimidin-2-amine C(C)N1CCN(CC1)CC=1C=CC(=NC1)NC1=NC=C(C(=N1)C1=C(C2=C(N(C=N2)C(C)C)S1)C)F